S(OCCN)(O)(=O)=O 2-aminoethyl bisulphate